tris-(4-tert-butylphenyl)sulfonium triflate [O-]S(=O)(=O)C(F)(F)F.C(C)(C)(C)C1=CC=C(C=C1)[S+](C1=CC=C(C=C1)C(C)(C)C)C1=CC=C(C=C1)C(C)(C)C